BrC1=CN2C(S1)=C(C=N2)C(=O)NC=2C(=NC=C(C2)C(NCCN2[C@@H](CCC2)C)=O)C (R)-2-bromo-N-(2-methyl-5-((2-(2-methylpyrrolidin-1-yl)ethyl)carbamoyl)pyridin-3-yl)pyrazolo[5,1-b]thiazole-7-carboxamide